FC(C=1C(=C(C=CC1)[C@@H](C)NC=1C2=C(N=C(N1)C)N=C(C(=C2)C2CCN(CC2)C)OC2CN(C2)C)F)F (R)-N-(1-(3-(difluoromethyl)-2-fluorophenyl)ethyl)-2-methyl-7-((1-methylazetidin-3-yl)oxy)-6-(1-methylpiperidin-4-yl)pyrido[2,3-d]pyrimidin-4-amine